FC1=C(C(=O)OCC)C=C(C=N1)O[C@H]1COCC1 ethyl (R)-2-fluoro-5-((tetrahydrofuran-3-yl)oxy)nicotinate